C(C)(C)(C)C=1OC(=CC(C1)=C(C#N)C#N)C=CC1=CC=2C(CCN3CCC(C(C23)=C1)(C)C)(C)C 2-{2-tert-butyl-6-[2-(1,1,7,7-tetramethyl-2,3,6,7-tetrahydro-1H,5H-benzo[ij]quinolizin-9-yl)ethenyl]-4H-pyran-4-ylidene}propanedinitrile